5-(6-{[3-(1-phenylethoxy)cyclobutyl]oxy}pyridin-3-yl)isoxazol-3-ol C1(=CC=CC=C1)C(C)OC1CC(C1)OC1=CC=C(C=N1)C1=CC(=NO1)O